N,N-diethyl-N,N-di(2-hydroxyethyl)ammonium hydroxide [OH-].C(C)[N+](CCO)(CCO)CC